(2S,2'S)-4,4'-(propane-1,3-diylbis(6-methoxyisoindoline-5,2-diyl))bis(2-methyl-4-oxobutanoic acid) C(CCC=1C=C2CN(CC2=CC1OC)C(C[C@@H](C(=O)O)C)=O)C=1C=C2CN(CC2=CC1OC)C(C[C@@H](C(=O)O)C)=O